oxalic acid-HCl Cl.C(C(=O)O)(=O)O